CN(C)CC(CC)=O N,N-dimethylamino-2-butanone